C(C)(C)(C)OC(=O)N1CCC(CC1)S(=O)(=O)Cl tert-butyl-4-chlorosulfonylpiperidine-1-carboxylate